3-((S)-1-(1H-Imidazol-4-yl)ethyl)-2-methylbenzyl (2S,3R)-4-acetoxy-2-ethyl-3-((1-methyl-1H-imidazol-5-yl)methyl)butanoate C(C)(=O)OC[C@@H]([C@@H](C(=O)OCC1=C(C(=CC=C1)[C@H](C)C=1N=CNC1)C)CC)CC1=CN=CN1C